3-(1,2,3,5,6,7-Hexahydro-s-indacen-4-yl)-1-[imino([4-[(isopropylamino)methyl]-5-methylfuran-2-yl])oxo-lambda6-sulfanyl]urea C1CCC2=C(C=3CCCC3C=C12)NC(NS(=O)(C=1OC(=C(C1)CNC(C)C)C)=N)=O